pyrimidine-5-carboxamide benzoate C(C1=CC=CC=C1)(=O)O.N1=CN=CC(=C1)C(=O)N